1-(5-((5-chloro-4-(1-cyclopentylpiperidin-3-yl)pyrimidin-2-yl)amino)pyridin-3-yl)pyrrolidin-2-one ClC=1C(=NC(=NC1)NC=1C=C(C=NC1)N1C(CCC1)=O)C1CN(CCC1)C1CCCC1